pyrazin-2-yl piperazine-1-carboxylate N1(CCNCC1)C(=O)OC1=NC=CN=C1